2-(pyrazin-2-yl)pyrazolo[1,5-a]pyrimidin N1=C(C=NC=C1)C1=NN2C(N=CC=C2)=C1